butyl 3-amino-5-chloro-6-methyl-4-(4,4,5,5-tetramethyl-1,3,2-dioxaborolan-2-yl)-1H-indazole-1-carboxylate NC1=NN(C2=CC(=C(C(=C12)B1OC(C(O1)(C)C)(C)C)Cl)C)C(=O)OCCCC